CC1=NC=C2C(=N1)N=C1C(=C2)N(C(C2N1CCC2)O)C2COCC2 9-methyl-5-(tetrahydrofuran-3-yl)-1,2,3,3a,4,5-hexahydropyrrolo[1'',2'':4',5']pyrazino[2',3':5,6]pyrido[2,3-d]pyrimidin-4-ol